BrC=1C=C(C=CC1)C([C@H](C(=O)OC(C)(C)C)[C@@H]1CN(CC1)C(=O)OC(C)(C)C)([2H])[2H] Tert-butyl (R)-3-((S)-3-(3-bromophenyl)-1-(tert-butoxy)-1-oxopropan-2-yl-3,3-d2)pyrrolidine-1-carboxylate